rel-(2-(((tert-butoxycarbonyl)amino)methyl)cyclopropyl)methyl 4-methylbenzenesulfonate CC1=CC=C(C=C1)S(=O)(=O)OCC1C(C1)CNC(=O)OC(C)(C)C